COC(C(OC)OC1=NN(C(=C1I)C=1C=NC(=CC1)F)C1=NC=CC=C1SC)=O Methyl-({5-(6-fluoropyridin-3-yl)-4-iodo-1-[3-(methylsulfanyl)pyridin-2-yl]-1H-pyrazol-3-yl} oxy)(methoxy)acetat